COC=1C(=CC2=C(SC(=C2)C(=O)OCC)C1)[N+](=O)[O-] ethyl 6-methoxy-5-nitrobenzo[b]thiophene-2-carboxylate